3-(1-oxo-5-(4-((4-phenylpiperidin-1-yl)methyl)pyridin-2-yl)isoindolin-2-yl)piperidine-2,6-dione O=C1N(CC2=CC(=CC=C12)C1=NC=CC(=C1)CN1CCC(CC1)C1=CC=CC=C1)C1C(NC(CC1)=O)=O